OC1=C2C(=CN(C2=CC=C1)CP(O)(O)=O)C[C@@H]1N(CCC1)C([2H])([2H])[2H] (R)-((4-hydroxy-3-((1-(methyl-d3)pyrrolidin-2-yl)methyl)-1H-indol-1-yl)methyl)phosphonic acid